C1(=CC=C(C=C1)C[C@H]1C[C@@H](NC1)C(=O)N[C@H](C(=O)NC1CCC2=NC(=CC=C21)N)C)C2=CC=CC=C2 (2R,4S)-4-([1,1'-biphenyl]-4-ylmethyl)-N-((2S)-1-((2-amino-6,7-dihydro-5H-cyclopenta[b]pyridin-5-yl)amino)-1-oxopropan-2-yl)pyrrolidine-2-carboxamide